N-(4-(4,4-difluoro-2-methylcyclohexyl)-6-(2,5-difluorophenyl)pyrimidin-5-yl)-2-isopropylpyrimidine-5-carboxamide FC1(CC(C(CC1)C1=NC=NC(=C1NC(=O)C=1C=NC(=NC1)C(C)C)C1=C(C=CC(=C1)F)F)C)F